5-[(acetoxy)methoxy]-6-chloro-2-methyl-4-(2-methyl-1-naphthyl)-3(2H)-pyridazinone C(C)(=O)OCOC1=C(C(N(N=C1Cl)C)=O)C1=C(C=CC2=CC=CC=C12)C